C1(CC1)[C@H](C)N1C(C2=C(C=C(C=C2C1)C1=NC2=C(C(=NN2C=C1)N)C(=O)NC1COC1)C(F)(F)F)=O 2-[(S)-1-Cyclopropylethyl]-5-{2-amino-3-[(3-oxetanylamino)carbonyl]-1,4,7a-triaza-5-indenyl}-7-(trifluoromethyl)-1-isoindolinone